C1(CC1)C1=C(C=CC(=C1)N1[C@H](CNCC1)C)NC1=NC=C(C(=N1)C1=CC2=C(C(N(CCS2(=O)=O)C2COC2)=O)S1)C(F)(F)F (S)-7-(2-((2-cyclopropyl-4-(2-methylpiperazin-1-yl)phenyl)amino)-5-(trifluoromethyl)pyrimidin-4-yl)-4-(oxetan-3-yl)-3,4-dihydrothieno[2,3-f][1,4]thiazepin-5(2H)-one 1,1-dioxide